tert-butyl 6-(isobutoxymethyl)-2-(methoxymethoxy)-3-(2-(4,4,5,5-tetramethyl-1,3,2-dioxaborolan-2-yl)ethyl)benzoate C(C(C)C)OCC1=CC=C(C(=C1C(=O)OC(C)(C)C)OCOC)CCB1OC(C(O1)(C)C)(C)C